4,4-difluoro-2-(4-fluorophenyl)-N-[4-(5-methyl-4-oxo-3-phenyl-4,5,6,7-tetrahydro-1H-pyrrolo[3,2-c]pyridin-2-yl)pyridin-2-yl]butanamide FC(CC(C(=O)NC1=NC=CC(=C1)C1=C(C=2C(N(CCC2N1)C)=O)C1=CC=CC=C1)C1=CC=C(C=C1)F)F